4-chlorobenzyl (4-((1-cyclobutyl-N-methyl-1H-pyrazole-5-carboxamido)meth-yl)phenyl)carbamate C1(CCC1)N1N=CC=C1C(=O)N(C)CC1=CC=C(C=C1)NC(OCC1=CC=C(C=C1)Cl)=O